tert-butyl 3-(6-bromopyridin-2-yl)-2-(diethoxyphosphoryl)propanoate BrC1=CC=CC(=N1)CC(C(=O)OC(C)(C)C)P(=O)(OCC)OCC